C1(=CC=CC=C1)C1=NC(=NC(=N1)C1=CC=CC=C1)C1=CC(=CC=C1)C1=CC=C(C2=CC=CC=C12)B1OC(C(O1)(C)C)(C)C 2,4-diphenyl-6-(3-(4-(4,4,5,5-tetramethyl-1,3,2-dioxaborolan-2-yl)naphthalen-1-yl)phenyl)-1,3,5-triazine